C1(CCCC1)C(O)O 1-cyclopentylmethane-1,1-diol